C=1N=CN2C1C1=CC=CC=C1[C@@H]2C2C(CCC2)O 2-((S)-5H-imidazo[5,1-a]isoindol-5-yl)cyclopentan-1-ol